BrC1=CC2=C(N=C(NC2=O)C2=NC=CC(=C2)C(F)(F)F)N=C1 6-bromo-2-(4-trifluoromethyl-pyridin-2-yl)-3H-pyrido[2,3-d]pyrimidin-4-one